(R)-1-benzyl-3-piperidinol C(C1=CC=CC=C1)N1C[C@@H](CCC1)O